tert-butyl 7-[5-(tert-butoxycarbonylamino)-6-(4,4-dimethylcyclohexen-1-yl)-2-pyridyl]-3-oxa-9-azabicyclo[3.3.1]nonane-9-carboxylate C(C)(C)(C)OC(=O)NC=1C=CC(=NC1C1=CCC(CC1)(C)C)C1CC2COCC(C1)N2C(=O)OC(C)(C)C